(S)-2-(1-methyl-1H-pyrazol-4-yl)morpholine CN1N=CC(=C1)[C@H]1CNCCO1